8-(4-acryloylpiperazin-1-yl)-10-chloro-11-(4-fluorophenyl)-3-methoxy-3,4-dihydro-2H,6H-[1,4]thiazepino[2,3,4-ij]quinazolin-6-oneoN C(C=C)(=O)N1CCN(CC1)C1=NC(N2C3=C(C(=C(C=C13)Cl)C1=CC=C(C=C1)F)S(CC(C2)OC)=O)=O